4,6-dichloro-N-(4-chloro-1H-indol-6-yl)-1H-benzo[d]imidazol-2-amine ClC1=CC(=CC=2NC(=NC21)NC2=CC(=C1C=CNC1=C2)Cl)Cl